NC=1C=C(C(=O)NC2=C(C=C(C=C2)F)CC(=O)OC(C)(C)C)C=CC1N1[C@H](CCCC1)CC tert-butyl (S)-2-(2-(3-amino-4-(2-ethylpiperidin-1-yl)benzamido)-5-fluorophenyl)acetate